(S)-5-fluoro-4-(3-hydroxy-2-methylpropyl)-1-methylpyridin-2(1H)-one FC=1C(=CC(N(C1)C)=O)C[C@@H](CO)C